3-(pyridin-4-ylmethyl)urea N1=CC=C(C=C1)CNC(N)=O